3-[(dimethylamino)methyl]-N-[5-[2,4-dimethyl-5-(4-prop-2-enoylpiperazine-1-carbonyl)phenyl]sulfanylthiazol-2-yl]benzamide CN(C)CC=1C=C(C(=O)NC=2SC(=CN2)SC2=C(C=C(C(=C2)C(=O)N2CCN(CC2)C(C=C)=O)C)C)C=CC1